BrC1=C(C=CC(=C1)C(C)(C)C)C1=C(C=C(C=C1)C)Cl 2-Bromo-4-tert-butyl-2'-chloro-4'-methyl-1,1'-biphenyl